[Na+].NS(=O)(=O)C=1C=C(C(=S)[S-])C=C(C1OC1=CC=CC=C1)NCCCC 3-Aminosulfonyl-5-butylamino-4-phenoxydithiobenzoic Acid, Sodium Salt